NC1=C(C=C(C#N)C=C1[2H])[2H] 4-aminobenzonitrile-3,5-d2